((5-(2,6-dioxopiperidin-3-yl)-4-oxo-5,6-dihydro-4H-thieno[3,4-c]pyrrol-1-yl)methyl)-hexadecanamide O=C1NC(CCC1N1CC=2C(C1=O)=CSC2CC(C(=O)N)CCCCCCCCCCCCCC)=O